(S)-N-(4-(3-(2,6-dimethylpyridin-4-yl)phenyl)thiazol-2-yl)-1-(5-methyl-1-(methylsulfonyl)-1H-pyrrole-3-carbonyl)azetidine-2-carboxamide CC1=NC(=CC(=C1)C=1C=C(C=CC1)C=1N=C(SC1)NC(=O)[C@H]1N(CC1)C(=O)C1=CN(C(=C1)C)S(=O)(=O)C)C